COC1=CC(=CC=2N(C=NC21)CC2OCC2)C(=O)O 4-methoxy-1-(oxetan-2-ylmethyl)-1H-benzo[d]imidazole-6-carboxylic acid